4-(5-iodo-6-oxo-1,6-dihydropyrimidin-2-yl)-2-azabicyclo[2.1.1]hexane-2-carboxylic acid tert-butyl ester C(C)(C)(C)OC(=O)N1C2CC(C1)(C2)C=2NC(C(=CN2)I)=O